C1(CCCC1)C=1C(=NC(=CC1N)C=1SC=CN1)N (E)-cyclopentyl-6-(thiazol-2-yl)pyridine-2,4-diamine